I(=O)(=O)C1=C(C=CC=C1)I(=O)=O (diiodoxy)benzene